NC1=NC=CC=C1C1=NC=2C(=NC(=CC2)C2=C(C=CC=C2)F)N1C1=CC=C(C=C1)[C@H]1CN(CC1)C[C@@H]1CC[C@H](CC1)C(=O)O trans-4-[[(3S)-3-[4-[2-(2-amino-3-pyridyl)-5-(2-fluorophenyl)imidazo[4,5-b]pyridin-3-yl]phenyl]pyrrolidin-1-yl]methyl]cyclohexanecarboxylic acid